C(C)C(C(=O)OC)CCCC methyl 2-ethylhexanoate